FC1=C(C(=O)NC=2C(=NN(C(C2)=O)C[C@@H](C)O)C2=C(C=CC=C2)C(C)C)C=C(C=C1)OC(F)(F)F 2-fluoro-N-{1-[(2R)-2-hydroxypropyl]-3-(2-isopropylphenyl)-6-oxo-1,6-dihydro-4-pyridazinyl}-5-(trifluoromethoxy)benzamide